BrC=1C=C2C(=NC1)N=C(S2)NC(C2=CN=C(C=C2N2CCN(CC2)C=2SC=CN2)C)=O N-(6-Bromothiazolo[4,5-b]pyridin-2-yl)-6-methyl-4-(4-(thiazol-2-yl)piperazin-1-yl)nicotinamide